C(CCCCCCCCCCC\C=C/CCCCCCCC)NC(CCCCCCCCCCCCCCC)=O N-erucyl-palmitamide